BrC1=CC=2C3=C(C=NC2C=C1F)N=CN3CCCCOC3=C(C=C(C=C3)F)[C@@H]3NC[C@H](C3)F 8-bromo-7-fluoro-1-(4-(4-fluoro-2-((2R,4S)-4-fluoropyrrolidin-2-yl)phenoxy)butyl)-1H-imidazo[4,5-c]quinoline